OCC(CO)N1N=NN=C1SC1=C(C(=O)NC2=NC=C(C=C2F)C(C(C(F)(F)F)(F)F)(F)F)C=C(C=C1)[N+](=O)[O-] 2-{[1-(1,3-dihydroxypropan-2-yl)-1H-1,2,3,4-tetrazol-5-yl]sulfanyl}-N-[3-fluoro-5-(1,1,2,2,3,3,3-heptafluoropropyl)pyridin-2-yl]-5-nitrobenzamide